C(OC1=CC=C(C=C1)[N+](=O)[O-])(O[C@@H]1[C@H](CCC1)SSC1=NC=CC=C1)=O |r| 4-nitrophenyl (trans-(1SR,2SR)-2-(pyridin-2-yldisulfanyl)cyclopentyl) carbonate